(2,2,4-Trimethylhexan-1,6-diyl)bis-1H-pyrrole-2,5-dion CC(CN1C(C=CC1=O)=O)(CC(CCN1C(C=CC1=O)=O)C)C